CC(CCCCCCCCCCCCC(=O)OCC)CC ethyl 14-methylhexadecanoate